(+)-6-{2-(2,5-difluorophenyl)-6-[(4-methylpiperazin-1-yl)methyl]-4,5,6,7-tetrahydropyrazolo[1,5-a]pyrimidin-3-yl}-2-(2-methylphenyl)pyridazin-3(2H)-one FC1=C(C=C(C=C1)F)C1=NN2C(NCC(C2)CN2CCN(CC2)C)=C1C=1C=CC(N(N1)C1=C(C=CC=C1)C)=O